tert-butyl 3-(((1S,4r)-4-(2-((2S,3S)-1-methyl-5-oxo-2-(pyridin-3-yl)pyrrolidine-3-carboxamido)ethoxy)cyclohexyl)oxy)propanoate CN1[C@@H]([C@H](CC1=O)C(=O)NCCOC1CCC(CC1)OCCC(=O)OC(C)(C)C)C=1C=NC=CC1